ClP(=O)(N[C@H](C(OCCC)=O)C)CC1=CC2=C(SC(=C2)C(=O)OCC=C)C=C1 Allyl 5-((chloro(((S)-1-oxo-1-propoxypropan-2-yl)amino)phosphoryl)methyl)benzo[b]thiophene-2-carboxylate